C1(CC1)C1=C(C=C(C(=C1)I)C)N(C(C#CC)=O)C1=NC=C(C=C1C)OC[C@H]1OCC1 N-(2-cyclopropyl-4-iodo-5-methylphenyl)-N-{3-methyl-5-[(2S)-oxetan-2-ylmethoxy]pyridin-2-yl}but-2-ynamide